2-{4-Ethyl-2-oxo-1,2-dihydrospiro[indole-3,4'-piperidine]-1-yl}-N-(2,2,2-trifluoroethyl)Acetamide C(C)C1=C2C(=CC=C1)N(C(C21CCNCC1)=O)CC(=O)NCC(F)(F)F